O1N=C(N=C1)C=1C=C(C=NC1)C=O 5-(1,2,4-oxadiazolyl)(3-pyridinyl)methanone